eicosane-4,17-diol CCCC(CCCCCCCCCCCCC(CCC)O)O